γ-ethyl-3-(3-dimethylaminopropyl)carbodiimide hydrochloride Cl.C(C)C(CCN=C=N)N(C)C